Ethyl 2-azaspiro[4.4]nonane-4-carboxylate C1NCC(C12CCCC2)C(=O)OCC